[Pb].[Ag].[Au] gold-silver-lead